(P)-6-[4-[4-(aminomethyl)-1-oxo-2H-phthalazin-6-yl]-2-methyl-pyrazol-3-yl]-5-fluoro-quinoline-7-carbonitrile NCC1=NNC(C2=CC=C(C=C12)C1=C(N(N=C1)C)C=1C(=C2C=CC=NC2=CC1C#N)F)=O